2-(2,6-Dioxopiperidin-3-yl)-5-(4-hydroxybutoxy)isoindoline-1,3-dione O=C1NC(CCC1N1C(C2=CC=C(C=C2C1=O)OCCCCO)=O)=O